4-fluoro-5-((6-methyl-hexahydropyrrolo[3,4-b]pyrrol-5(1H)-yl)sulfonyl)isoquinoline FC1=CN=CC2=CC=CC(=C12)S(=O)(=O)N1C(C2NCCC2C1)C